tert-butyl 3-[1-[3-(5-carbamoyl-2-chloro-3-nitro-phenoxy)propyl]-4-piperidyl]-6,8-dihydro-5H-[1,2,4]triazolo[4,3-a]pyrazine-7-carboxylate C(N)(=O)C=1C=C(C(=C(OCCCN2CCC(CC2)C2=NN=C3N2CCN(C3)C(=O)OC(C)(C)C)C1)Cl)[N+](=O)[O-]